4-fluoro-3-((1-methyl-6-(pyrimidin-4-ylamino)-1H-pyrazolo[3,4-d]pyrimidin-3-yl)amino)benzoate FC1=C(C=C(C(=O)[O-])C=C1)NC1=NN(C2=NC(=NC=C21)NC2=NC=NC=C2)C